CN1CCN(CC1)C=1SC=C(N1)NC1=NC=C(C(=N1)NCCCN1CCOCCC1=O)C(F)(F)F 4-(3-((2-((2-(4-methylpiperazin-1-yl)thiazol-4-yl)amino)-5-(trifluoromethyl)pyrimidin-4-yl)amino)propyl)-1,4-oxazepan-5-one